1-methyl-3-ethylimidazolium tetrafluoroborate F[B-](F)(F)F.CN1C=[N+](C=C1)CC